C1(CC1)S(=O)(=O)N1CCC(CC1)NC1=NC=C(C(=N1)C=1C=NN(C1)C=1C(=NC(=CC1)CNC(C)C)C)C#N 2-((1-(Cyclopropylsulfonyl)piperidin-4-yl)amino)-4-(1-(6-((isopropylamino)methyl)-2-methylpyridin-3-yl)-1H-pyrazol-4-yl)pyrimidine-5-carbonitrile